FC1=CC=C(C2=C1N=CO2)F 4,7-difluoro-1,3-benzoxazole